1-methyl-4-(2-oxo-3-(trifluoromethyl)-2,3-dihydro-1H-pyrido[2,3-b][1,4]oxazin-6-yl)-1H-1,2,3-triazole-5-carboxylic acid CN1N=NC(=C1C(=O)O)C=1C=CC2=C(OC(C(N2)=O)C(F)(F)F)N1